CN1N=NC(=C1NC(O[C@H](C)C=1C(=NC=C(C1)F)F)=O)C1=NC=C(C=C1)NC(=O)C1=CN=C(O1)C (R)-1-(2,5-difluoropyridin-3-yl)ethyl (1-methyl-4-(5-(2-methyloxazole-5-carboxamido)pyridin-2-yl)-1H-1,2,3-triazol-5-yl)carbamate